C(CCCCCCCCCCCCCCCCCCCCCCCC(=O)O)(=O)O pentacosandioic acid